COC1=CC=C(C=C1)C1N(CCC1)C1=CC2=C(NC=N2)C=C1 5-(2-(4-Methoxyphenyl)pyrrolidin-1-yl)-1H-benzo[d]imidazol